C(#N)C1CC2(C1)C[C@H](N(CC2)CC2=C1C=CNC1=C(C=C2OC)C)C2=CC(=C(C(=O)NCC1COC1)C=C2)F 4-((2R,4r,6S)-2-cyano-7-((5-methoxy-7-methyl-1H-indol-4-yl)methyl)-7-azaspiro[3.5]nonan-6-yl)-2-fluoro-N-(oxetan-3-ylmethyl)benzamide